S1C=C(C=C1)C(=CC1N(CCCC1)C)C1=C(C=CC(=C1)C)OCOC 2-[2-(3-thienyl)-2-(2-methoxymethyloxy-5-methyl-phenyl)-vinyl]-N-methylpiperidine